2-(3,5-dimethylphenoxy)-1-[4-(3-hydroxy-2-methoxybenzoyl)piperazin-1-yl]ethanone CC=1C=C(OCC(=O)N2CCN(CC2)C(C2=C(C(=CC=C2)O)OC)=O)C=C(C1)C